C(C1=CC=CC=C1)N1C=C(C2=CC=CC=C12)C(=O)NC1=C(C(=O)O)C=CC=C1 2-(1-benzyl-1H-indole-3-carboxamido)benzoic acid